N-((4-((((trans)-4-(4-((2-(2,6-dioxopiperidin-3-yl)-1,3-dioxoisoindolin-5-yl)methyl)piperazin-1-yl)cyclohexyl)methyl)amino)-3-nitrophenyl)sulfonyl)benzamide O=C1NC(CCC1N1C(C2=CC=C(C=C2C1=O)CN1CCN(CC1)[C@@H]1CC[C@H](CC1)CNC1=C(C=C(C=C1)S(=O)(=O)NC(C1=CC=CC=C1)=O)[N+](=O)[O-])=O)=O